3-oxo-3-phenylpropane-1-sulfinic acid O=C(CCS(=O)O)C1=CC=CC=C1